C1CC12NCC[C@@H](C2)OC2=CN=C(N=N2)C2=C(C=C(C=C2)N2C=NC=C2)O (S)-2-(6-((4-azaspiro[2.5]oct-7-yl)oxy)-1,2,4-triazin-3-yl)-5-(1H-imidazol-1-yl)phenol